FC1(CC2(CN(C2)C2=CC=C(C=N2)B(O)O)C1)F (6-(6,6-difluoro-2-azaspiro[3.3]heptan-2-yl)pyridin-3-yl)boronic acid